tert-butyl 2-(3-isopropyl-2-(8-methyl-[1,2,4]triazolo[1,5-a]pyridin-6-yl)-1H-indol-5-yl)-5,5-dimethylmorpholine-4-carboxylate C(C)(C)C1=C(NC2=CC=C(C=C12)C1CN(C(CO1)(C)C)C(=O)OC(C)(C)C)C=1C=C(C=2N(C1)N=CN2)C